7-((2S,5R)-4-(1-(4-Chlorophenyl)-3-methylbutyl)-5-ethyl-2-methylpiperazin-1-yl)-4-methyl-3-(((R)-tetrahydrofuran-2-yl)methyl)-3,4-dihydro-5H-[1,2,3]triazolo[4,5-d]pyrimidin-5-one ClC1=CC=C(C=C1)C(CC(C)C)N1C[C@@H](N(C[C@H]1CC)C=1C2=C(N(C(N1)=O)C)N(N=N2)C[C@@H]2OCCC2)C